O1C(=CC=C1)CNS(=O)(=O)C1=CC2=C(SCCN2)C=C1 N-(furan-2-ylmethyl)-3,4-dihydro-2H-benzo[b][1,4]thiazine-6-sulfonamide